5-[(9-chloro-7-{pyrrolo[2,3-b]pyrazin-5-yl}-3,5-dihydro-2H-1,4-benzoxazepin-4-yl)methyl]-1H-pyrimidin-2-one ClC1=CC(=CC=2CN(CCOC21)CC=2C=NC(NC2)=O)N2C=CC=1C2=NC=CN1